ClC=1C(=C2C=NNC2=C(C1F)\C=C\C[Si](CC)(CC)CC)C=1N=CC=2N(C1)C=C(N2)NC(=O)[C@H]2[C@H](C2)F (1S,2S)-N-(6-(5-chloro-6-fluoro-7-((E)-3-(triethylsilyl)prop-1-en-1-yl)-1H-indazol-4-yl)imidazo[1,2-a]pyrazin-2-yl)-2-fluorocyclopropane-1-carboxamide